ClC1=C(C(=CC=C1)Cl)N1CC(C1)C1=CC=C(C2=CC=CC=C12)CN1CCC(CC1)C(=O)O ((4-(1-(2,6-dichlorophenyl)azetidin-3-yl)naphthalen-1-yl)methyl)-piperidine-4-carboxylic acid